(S)-11-benzyl-1-(9H-fluoren-9-yl)-3,6,9,12,15-pentaoxo-2,18-dioxa-4,7,10,13,16-pentaazaicosan-20-oic acid C(C1=CC=CC=C1)[C@H](NC(CNC(CNC(OCC1C2=CC=CC=C2C=2C=CC=CC12)=O)=O)=O)C(NCC(NCOCC(=O)O)=O)=O